[1-(2,6-dioxo-3-piperidinyl)-3-methyl-2-oxo-benzoimidazol-4-yl]-3-fluoro-piperidine-1-carboxylic acid tert-butyl ester C(C)(C)(C)OC(=O)N1C(C(CCC1)F)C1=CC=CC=2N(C(N(C21)C)=O)C2C(NC(CC2)=O)=O